C(C1=CC=CC=C1)(=O)C=1NC=2C(=CN1)N=CC2 BENZOYL-PYRROLOPYRIMIDINE